FC(C1=NC(=NO1)C1=CC=C(C=C1)N1C=NC(=C1)CC(=O)OCC)(F)F ethyl 2-(1-(4-(5-(trifluoromethyl)-1,2,4-oxadiazol-3-yl)phenyl)-1H-imidazol-4-yl)acetate